6-(4-ethoxyphenyl)-2-((3-(thiophen-2-yl)-1,2,4-oxadiazol-5-yl)methyl)pyridazin-3(2H)-one C(C)OC1=CC=C(C=C1)C=1C=CC(N(N1)CC1=NC(=NO1)C=1SC=CC1)=O